[P].NCCC[Si](OCC)(OCC)OCC aminopropyltriethoxysilane phosphorus